N(=O)N1C(CC(CC1(C)C)=O)(C)C 1-nitroso-2,2,6,6-tetramethyl-4-piperidone